4-((5-(4-(4-aminophenyl)piperazin-1-yl)pentyl)oxy)-2-(2,6-dioxopiperidine-3-yl)isoindoline-1,3-dione NC1=CC=C(C=C1)N1CCN(CC1)CCCCCOC1=C2C(N(C(C2=CC=C1)=O)C1C(NC(CC1)=O)=O)=O